(R)-1-Cyclopropylethyl (4-nitrophenyl) carbonate C(O[C@H](C)C1CC1)(OC1=CC=C(C=C1)[N+](=O)[O-])=O